C(CCCC)OC1CCC(CC1)/C=C/C(=O)OCC ethyl (E)-3-(4-(pentyloxy)cyclohexyl)acrylate